SCCC[SiH2]COCC(OC)OC 3-mercaptopropyldimethoxyethoxymethyl-silane